N(=C=S)CC1C2CC(C(C1)C2)CN=C=S 2,5-bis(isothiocyanatomethyl)bicyclo-[2.2.1]-Heptane